tert-butyl 12-chloro-12-oxododecanoate ClC(CCCCCCCCCCC(=O)OC(C)(C)C)=O